4-{4-[3-(4-Chloro-5-methyl-2-pyrrol-1-yl-phenyl)-ureido]-phenoxy}-pyridine-2-carboxylic acid methylamide CNC(=O)C1=NC=CC(=C1)OC1=CC=C(C=C1)NC(=O)NC1=C(C=C(C(=C1)C)Cl)N1C=CC=C1